2-(dimethylamino)pyridine-4-carbaldehyde CN(C1=NC=CC(=C1)C=O)C